methyl (2R,3S)-3-(methylsulfonamido)-2-((((CIS)-4-phenylcyclohexyl)oxy)methyl)pyrrolidine-1-carboxylate CS(=O)(=O)N[C@@H]1[C@@H](N(CC1)C(=O)OC)CO[C@@H]1CC[C@@H](CC1)C1=CC=CC=C1